Cl.FC1=C(C=CC=C1)C=1N(C=C(C1)CNC)S(=O)(=O)C=1C=C(C=NC1)N(S(=O)(=O)C)S(=O)(=O)C N-(5-{[2-(2-fluorophenyl)-4-[(methylamino)methyl]-1H-pyrrol-1-yl]sulfonyl}pyridin-3-yl)-N-methanesulfonyl-methanesulfonamide hydrochloride